C1(CC1)N1C(=NC=2C1=NC(=CC2)C#N)N2C=NC=1C=NC=CC12 3-cyclopropyl-2-(1H-imidazo[4,5-c]pyridin-1-yl)-3H-imidazo[4,5-b]pyridine-5-carbonitrile